(2R,6S)-4-(4-(6-Chloroimidazo[1,2-a]pyridin-3-yl)-6-methylpyrimidin-2-yl)-2-methyl-6-(5-methyl-1H-pyrazol-4-yl)morpholine ClC=1C=CC=2N(C1)C(=CN2)C2=NC(=NC(=C2)C)N2C[C@H](O[C@H](C2)C=2C=NNC2C)C